BrC=1SC2=C(N1)C=CC(=C2)O 2-bromobenzo[d]thiazol-6-ol